tert-butyl (2R,5S)-5-[4-fluoro-3-(trifluoromethyl)benzamido]-2-{5-[2-(trifluoromethoxy)ethoxy]-1,3,4-oxadiazol-2-yl}piperidine-1-carboxylate FC1=C(C=C(C(=O)N[C@H]2CC[C@@H](N(C2)C(=O)OC(C)(C)C)C=2OC(=NN2)OCCOC(F)(F)F)C=C1)C(F)(F)F